3-ethyl-6-methyl-1,4,6,7-tetrahydro-5H-pyrazolo[3,4-c]pyridin-5-one C(C)C1=NNC=2CN(C(CC21)=O)C